FC(C(C(C(C)OC(C(C(F)(F)F)F)(F)F)(F)F)F)(F)F 1,1,1,2,3,3-hexafluoro-4-(1,1,2,3,3,3-Hexafluoropropoxy)-pentane